C(CC=C)OC(C1=CC=C(C=C1)CN)=O 4-(1-aminomethyl)benzoic acid but-3-en-1-yl ester